methyl (E)-5-chloro-2-(3-(2-cyano-2-(6-methoxy-3H-imidazo[4,5-c]pyridin-2-yl)vinyl)-2,5-dimethyl-1H-pyrrol-1-yl)thiophene-3-carboxylate ClC1=CC(=C(S1)N1C(=C(C=C1C)\C=C(\C1=NC2=C(C=NC(=C2)OC)N1)/C#N)C)C(=O)OC